NC1CCC(CC1)NC1=NC=CC(=N1)C=1C=NC=CC1OC1=CC(=C(C=C1)NS(=O)(=O)CC1=CC=CC=C1)Cl N-[4-[[3-[2-[(1r,4r)-(4-Aminocyclohexyl)amino]pyrimidin-4-yl]-4-pyridyl]oxy]-2-chlorophenyl]phenylmethanesulfonamide